(1S,3R)-1-(5-(((S)-1-(3-Fluoropropyl)pyrrolidin-3-yl)oxy)pyridin-2-yl)-3-methyl-2-(2,2,2-trifluoroethyl)-1,2,3,4-tetrahydroisoquinolin-6-yl trifluoromethanesulfonate FC(S(=O)(=O)OC=1C=C2C[C@H](N([C@@H](C2=CC1)C1=NC=C(C=C1)O[C@@H]1CN(CC1)CCCF)CC(F)(F)F)C)(F)F